BrC=1C(=NC=2N(C1)C=CN2)OC 6-bromo-7-methoxy-imidazo[1,2-a]pyrimidine